CN1CCN(CC1)C=1C=C2C=NC=NC2=CC1C#N 6-(4-methylpiperazin-1-yl)quinazoline-7-carbonitrile